OC1=CC=C(C=C1)/C(=C(\CC)/C1=CC=CC=C1)/C1=CC=C(OCCN2CCN(CC2)C(=O)N2CCN(CC2)C=2C=C3CN(C(C3=CC2)=O)[C@@H]2C(NC(CC2)=O)=O)C=C1 (S,Z)-3-(5-(4-(4-(2-(4-(1-(4-hydroxyphenyl)-2-phenylbut-1-en-1-yl)phenoxy)ethyl)piperazine-1-carbonyl)piperazin-1-yl)-1-oxoisoindolin-2-yl)piperidine-2,6-dione